dimethylvinyl propionate C(CC)(=O)OC=C(C)C